NC=1SC=2CN(CCC2N1)C(=O)OC(C)(C)C tert-butyl 2-amino-6,7-dihydrothiazolo[5,4-c]pyridine-5(4H)-carboxylate